COC1=CC=C(C=C1)CCNC(C)=O N-(4-methoxyphenylethyl)acetamide